COC1=CC=C(C(=N1)C)N1CN(C2=CC(=CC=C2C1=O)C(F)(F)F)C1=CC=CC=C1 3-(6-Methoxy-2-methylpyridin-3-yl)-1-phenyl-7-(trifluoromethyl)-2,3-dihydroquinazolin-4(1H)-one